3-(TRIMETHYLSILYL)PROPIOLIC ACID C[Si](C#CC(=O)O)(C)C